COC=1C=C(C=CC1OC)C=1NC2=CC=C(C=C2C1C(C)C)C1=CC=C(C=C1)OCCN1CCCC1 2-(3,4-dimethoxyphenyl)-3-isopropyl-5-(4-(2-(pyrrolidin-1-yl)ethoxy)phenyl)-1H-indole